S1C(=NC2=C1C=CC=C2)NC(=O)C=2C(=NC=C(C2)C(F)(F)F)OC2=C(C=C(C=C2)F)OC N-(1,3-benzothiazol-2-yl)-2-(4-fluoro-2-methoxy-phenoxy)-5-(trifluoromethyl)pyridine-3-carboxamide